ClC1=NS(C2=C(N1CC)C=CC=C2)(=O)=O 3-chloro-4-ethyl-4H-benzo[e][1,2,4]thiadiazine-1,1-dioxide